N-[benzyloxycarbonyl]-L-valyl-N-[(1S)-3-fluoro-1-(2-methoxy-2-oxoethyl)-2-oxopropyl]-L-alaninamide C(C1=CC=CC=C1)OC(=O)N[C@@H](C(C)C)C(=O)N[C@@H](C)C(=O)N[C@H](C(CF)=O)CC(=O)OC